C(#N)C1=CC(=C(COC2=CC=CC(=N2)C2CCN(CC2)CC2=NC3=C(N2CC2=CN=CN2CC)C=C(C=C3)C(=O)O)C=C1)F 2-((4-(6-((4-cyano-2-fluorobenzyl)oxy)pyridin-2-yl)piperidin-1-yl)methyl)-1-((1-ethyl-1H-imidazol-5-yl)methyl)-1H-benzo[d]imidazole-6-carboxylic acid